CC1(C2=CC(=CC=C2NC=2C=C(C=CC12)C1=CC=C(C(=O)NC)C=C1)CN1CCNCC1)C 4-(9,9-dimethyl-7-(piperazin-1-ylmethyl)-9,10-dihydroacridin-3-yl)-N-methylbenzamide